ClC=1C=CC2=C(N=C(O2)C2CC3(CC(C3)NC(=O)C=3OC(=CC3)S(=O)(=O)C)C2)C1 (Sa)-N-[6-(5-chloro-1,3-benzoxazol-2-yl)spiro[3.3]heptan-2-yl]-5-methylsulfonyl-furan-2-carboxamide